(E)-4-(1-(3,5-dinitro-1H-indol-1-yl)cyclopropyl)but-3-en-2-one [N+](=O)([O-])C1=CN(C2=CC=C(C=C12)[N+](=O)[O-])C1(CC1)/C=C/C(C)=O